3-(2-fluorobenzylidene)-5-(4-pyridyl)-N-(4-fluorobenzenesulfonyl)-4-piperidone FC1=C(C=C2CN(CC(C2=O)C2=CC=NC=C2)S(=O)(=O)C2=CC=C(C=C2)F)C=CC=C1